(S)-1-(2-((2-(4-Bromo-2,6-difluorophenyl)-5-chloro-7-fluoro-1H-benzo[d]imidazole-1-yl)methyl)morpholino)ethan-1-one BrC1=CC(=C(C(=C1)F)C1=NC2=C(N1C[C@@H]1OCCN(C1)C(C)=O)C(=CC(=C2)Cl)F)F